3,3,4,4,5,5,6,6,6-nonafluorohexane FC(CC)(C(C(C(F)(F)F)(F)F)(F)F)F